methyl 3-methyl-3H-imidazo[4,5-b]pyridine-5-carboxylate CN1C=NC=2C1=NC(=CC2)C(=O)OC